C(C1=CC=CC=C1)(=O)N1CC(C(C1)O)O N-benzoyl-3,4-dihydroxypyrrolidine